C(=O)C1=CC=C(O1)B(O)O (5-formyl-2-furyl)boronic acid